N-(beta-aminoethyl)aminopropyl-methyldimethoxysilane NCCNCCC[Si](OC)(OC)C